CCCCCCCCCC/C=C\CCCCCCCCCC(=O)OC[C@H](COP(=O)(O)OC[C@H](CO)O)OC(=O)CCCCCCCCC/C=C\C/C=C\CCCCC 1-(11Z-docosenoyl)-2-(11Z,14Z-eicosadienoyl)-glycero-3-phospho-(1'-sn-glycerol)